2-aminopyridin-2-amine NC1(NC=CC=C1)N